CC(C(=O)[O-])CC α-methylbutyrat